(3-(2-(2-Aminoethoxy)ethoxy)propionylamino)-N-(5-fluoropyridin-2-yl)benzamide NCCOCCOCCC(=O)NC1=C(C(=O)NC2=NC=C(C=C2)F)C=CC=C1